ClC=1C=C(C#N)C=C(C1)OC1=C(N=CN(C1=O)CC=1C(NN=C(C1)C(C)(F)F)=O)C 3-chloro-5-((1-((6-(1,1-difluoroethyl)-3-oxo-2,3-dihydropyridazin-4-yl)methyl)-4-methyl-6-oxo-1,6-dihydropyrimidin-5-yl)oxy)benzonitrile